C(#N)C(COOCC)NC(C1=C(C=CC=C1Cl)Cl)=O N-(1-cyano-2-ethylperoxyethyl)-2,6-dichlorobenzamide